6-(4-(5-(3-chloro-4-fluorophenyl)-7,7-dimethyl-6,7-dihydro-5H-pyrrolo[2,3-b]pyrazine-2-carbonyl)-3,3-dimethylpiperazin-1-yl)-2,4-dimethylnicotinic acid methyl ester COC(C1=C(N=C(C=C1C)N1CC(N(CC1)C(=O)C=1N=C2C(=NC1)N(CC2(C)C)C2=CC(=C(C=C2)F)Cl)(C)C)C)=O